ClC1=CC=C(N)C=C1 L-4-chloroaniline